FC(C(=O)O)(F)F.CN1C(N(C2=C1C=C(C=C2)C=2C=NC(=CC2)N2CCN(CCC2)CC2CCNCC2)C2C(NC(CC2)=O)=O)=O 3-(3-Methyl-2-oxo-5-{6-[4-(piperidin-4-ylmethyl)-1,4-diazepan-1-yl]pyridin-3-yl}-1,3-benzodiazol-1-yl)piperidine-2,6-dione trifluoroacetate